2-(4-acetylphenyl)benzo[d]isothiazol-3(2H)-one C(C)(=O)C1=CC=C(C=C1)N1SC2=C(C1=O)C=CC=C2